F[C@H]1[C@H](C1)C(=O)NC1=CC(=NC=N1)C=1C=NC=CC1NC(OC(C)(C)C)=O tert-butyl (3-(6-((1R,2R)-2-fluorocyclopropane-1-carboxamido)pyrimidin-4-yl)pyridin-4-yl)carbamate